2,5-dibromomethyl-1,4-dimethoxy-benzene BrCC1=C(C=C(C(=C1)OC)CBr)OC